BrC1=C(C=C(C2=C1CCO2)Cl)N 4-Bromo-7-chloro-2,3-dihydrobenzofuran-5-amine